C(C)(C)(C)OC([C@H](N)CC1=CC=CC=C1)=O D-phenylalanine tert-butyl ester